4-(4-(trifluoromethyl)phenoxy)cyclohexan-1-amine FC(C1=CC=C(OC2CCC(CC2)N)C=C1)(F)F